1-(4-chlorobenzyl)-3-(3-fluoro-4-((4-methyl-2-oxopiperazin-1-yl)methyl)phenyl)urea ClC1=CC=C(CNC(=O)NC2=CC(=C(C=C2)CN2C(CN(CC2)C)=O)F)C=C1